ClC=1N=C(SC1CO)NC([O-])=O [4-chloro-5-(hydroxymethyl)-1,3-thiazol-2-yl]carbamate